C(#N)C=1C=C(C=NC1N1CCOCC1)NC=1C(=NC(=C(N1)NC)C=1C2=C(C=NC1)N(C=N2)C)C(=O)N 3-[(5-Cyano-6-morpholino-3-pyridyl)amino]-5-(methylamino)-6-(3-methylimidazo[4,5-c]pyridin-7-yl)pyrazin-2-carboxamid